C[C@@H](C(=O)N[C@@H](CC(=O)O)C(=O)O)NC(=O)[C@H](CC1=CNC2=CC=CC=C21)N The molecule is a tripeptide composed of L-tryptophan, L-alanine, and L-aspartic acid joined by a peptide linkage. It has a role as a metabolite. It derives from a L-tryptophan, a L-alanine and a L-aspartic acid.